(1R,3S)-3-{5-[(2,2-dioxo-1,3-dihydro-2λ6-benzo[c][1,2]thiazol-5-yl)amino]-2H-pyrazol-3-yl}cyclopentyl (prop-2-ylamino)methanoate CC(C)NC(=O)O[C@H]1C[C@H](CC1)C=1NN=C(C1)NC1=CC2=C(NS(C2)(=O)=O)C=C1